BrC=1C=C(C=CC1)C1(CC1)NC(=O)C1=C(C=C2C=C(NC2=C1)CNC(OC(C)(C)C)=O)C tert-butyl ((6-((1-(3-bromophenyl)cyclopropyl)carbamoyl)-5-methyl 1H-indol-2-yl)methyl)carbamate